5-bromo-4-chloro-N-(4,4-difluorocyclohexyl)-6-methylpyrimidin-2-amine BrC=1C(=NC(=NC1C)NC1CCC(CC1)(F)F)Cl